The molecule is a pyrroloquinoline that is 1,2,5,6-tetrahydro-4H-pyrrolo[3,2,1-ij]quinoline in which the hydrogens at position 4 are replaced by an oxo group. A fungicide used to control rice blast, it is not approved wof use within the European Union. It has a role as a melanin synthesis inhibitor and an antifungal agrochemical. It is a pyrroloquinoline and a delta-lactam. C1CC(=O)N2CCC3=CC=CC1=C32